CN([C@H](CN1C(C2=CC=CC=C2C1=O)=O)CC1=C(C=C(C=C1C)O)C)C (S)-2-(2-(dimethylamino)-3-(4-hydroxy-2,6-dimethylphenyl)propyl)isoindoline-1,3-dione